Bistrifluoromethanesulfonimide Lithium Salt [Li+].[N-](S(=O)(=O)C(F)(F)F)S(=O)(=O)C(F)(F)F